3,3-difluoropropane-1,2-diol FC(C(CO)O)F